9-phenyl-3-(3,5-di-quinoline-3-yl-biphenyl-4'-yl)-9H-carbazole C1(=CC=CC=C1)N1C2=CC=CC=C2C=2C=C(C=CC12)C1=CC=C(C=C1)C1=CC(=CC(=C1)C=1C=NC2=CC=CC=C2C1)C=1C=NC2=CC=CC=C2C1